2-(2-chlorobenzyl)-8-methyl-N-(3-methylbutyl)-4,5-dihydro-2H-furo[2,3-g]indazole-7-carboxamide ClC1=C(CN2N=C3C4=C(CCC3=C2)OC(=C4C)C(=O)NCCC(C)C)C=CC=C1